3-chloro-6-((4-chloro-1-(4-fluorophenyl)-1H-1,2,3-triazol-5-yl)methoxy)pyridazine ClC=1N=NC(=CC1)OCC1=C(N=NN1C1=CC=C(C=C1)F)Cl